ClC=1C(=CC2=C(OCC3N2CCC3)C1)OC 7-chloro-8-methoxy-2,3,3a,4-tetrahydro-1H-benzo[b]pyrrolo[1,2-d][1,4]oxazine